(S)-((1S)-2,2-difluorocyclopropyl)(6-(2-methyl-2H-pyrazolo[3,4-b]pyridin-5-yl)thieno[2,3-b]pyridin-2-yl)methanol FC1([C@@H](C1)[C@H](O)C1=CC=2C(=NC(=CC2)C2=CC=3C(N=C2)=NN(C3)C)S1)F